4-bromo-1-(3-fluoro-5-methylphenyl)pyrazole BrC=1C=NN(C1)C1=CC(=CC(=C1)C)F